C1(=CC=CC=C1)OC(C(C(=O)OC1=CC=CC=C1)(C)C1=CC=CC=C1)=O phenyl-methyl-malonic acid diphenyl ester